C(C)(=O)N1CCC(CC1)NC1=CC(=NC=N1)C(=O)NCC(CN1CC=2N(C3=CC=CC=C3C2CC1)C)O 6-[(1-acetyl-piperidin-4-yl)amino]-N-(2-hydroxy-3-{9-methyl-1H,2H,3H,4H,9H-pyrido[3,4-b]indol-2-yl}propyl)pyrimidine-4-carboxamide